tert-butyl ((3-(2-(4,4-difluoroazepan-1-yl)-4-methyl-5-(1-methyl-1H-pyrazol-3-yl)nicotinamido)phenyl)(methyl)(oxo)-λ6-sulfaneylidene)carbamate FC1(CCN(CCC1)C1=C(C(=O)NC=2C=C(C=CC2)S(=O)(C)=NC(OC(C)(C)C)=O)C(=C(C=N1)C1=NN(C=C1)C)C)F